5-chloro-3-((4-hydroxy-1-(4-hydroxyphenyl)-3-oxobutan-2-ylimino)methyl)-2-(isobutyryloxy)phenyl 3-methylbenzoate CC=1C=C(C(=O)OC2=C(C(=CC(=C2)Cl)C=NC(CC2=CC=C(C=C2)O)C(CO)=O)OC(C(C)C)=O)C=CC1